CC1=CC(OC2=CC(=CC=C12)OCC1=CC=C(C(=O)NCCN(C(NC)=O)C=2SC=CC2)C=C1)=O 4-[(4-methyl-2-oxo-chromen-7-yl)oxymethyl]-N-[2-(2-thienyl-methylcarbamoylamino)ethyl]benzamide